(9H-fluoren-9-yl)methyl (1,7-bis((4-azidobutyl)amino)-4-(3-((4-azidobutyl)amino)-3-oxopropyl)-1,7-dioxoheptan-4-yl)carbamate N(=[N+]=[N-])CCCCNC(CCC(CCC(=O)NCCCCN=[N+]=[N-])(CCC(=O)NCCCCN=[N+]=[N-])NC(OCC1C2=CC=CC=C2C=2C=CC=CC12)=O)=O